2-bromo-6-nitroterephthalaldehyde BrC1=C(C=O)C(=CC(=C1)C=O)[N+](=O)[O-]